C(C)(=O)OC=1C(=NC=CC1OC)C(NC(C(=O)NC(C(C1=CC=C(C=C1)OC)C1=CC=C(C=C1)OC)C)C)=O 2-((1-((1,1-bis(4-methoxyphenyl)propan-2-yl)amino)-1-oxopropan-2-yl)carbamoyl)-4-methoxypyridin-3-yl acetate